COC1=CC2=C(N=C(S2)NN)C=C1 (6-methoxy-1,3-benzothiazol-2-yl)hydrazine